N-(7-oxo-7-(2-propylhydrazino)heptyl)-3H-pyrrolo[3,2-c]pyridin-2-carboxamide O=C(CCCCCCNC(=O)C=1CC=2C=NC=CC2N1)NNCCC